C(#C)C=1C=C(C(=NC1)CNC(=O)[C@H]1NC[C@@H](C1)O)OC (2S,4R)-N-((5-ethynyl-3-methoxypyridin-2-yl)methyl)-4-hydroxypyrrolidine-2-carboxamide